9-formyl-2,7-bis(3-carboxypropyl)fluorene C(=O)C1C2=CC(=CC=C2C=2C=CC(=CC12)CCCC(=O)O)CCCC(=O)O